(1-OXO-2-PHENYLISOINDOLIN-7-YL)BORONIC ACID O=C1N(CC2=CC=CC(=C12)B(O)O)C1=CC=CC=C1